F[B-](F)(F)F.[Rh+].C1=CCCC=CCC1.C1=CCCC=CCC1 bis(1,5-cyclooctadiene) Rhodium(I) tetrafluoroborate